O1C(CCC1)C=C(C(=O)O)C.C(C(=C)C)(=O)OCC1CCCO1 Tetrahydrofurfuryl methacrylate (tetrahydrofuryl methacrylate)